[ClH+]O chloraniumol